[K+].CC(C)(C)[O-].[K+].CC(C)(C)[O-] potassium tert-butoxide Potassium